C(C)(C)(C)OC(=O)N1CCC(=CC1)C1=CC=C(C=C1)C=1N=NN(C1)CC1=NC=C(C(=O)OC)C=C1F methyl 6-((4-(4-(1-(tert-butoxycarbonyl)-1,2,3,6-tetrahydropyridin-4-yl)phenyl)-1H-1,2,3-triazol-1-yl)methyl)-5-fluoronicotinate